C[C@@H](C(=O)[O-])NC(=O)C The molecule is a monocarboxylic acid anion that is the conjugate base of N-acetyl-L-alanine, obtained by deprotonation of the carboxy group; major species at pH 7.3. It is a monocarboxylic acid anion and a N-acyl-L-alpha-amino acid anion. It is a conjugate base of a N-acetyl-L-alanine.